1,4-diazabicyclo[3.2.1]octane N12CCNC(CC1)C2